chloroisobutene ClC=C(C)C